4-(4-methyl-2-oxocyclohexyl)benzonitrile CC1CC(C(CC1)C1=CC=C(C#N)C=C1)=O